methyl 3-(9-((4-(((tert-butoxycarbonyl)amino)methyl)phenyl)carbamoyl)-4,5-dihydrobenzo[b]thieno[2,3-d]oxepin-8-yl)-6-(((1-hydroxy cyclopropyl)methyl)carbamoyl)picolinate C(C)(C)(C)OC(=O)NCC1=CC=C(C=C1)NC(=O)C1=CC2=C(OCCC3=C2SC=C3)C=C1C=1C(=NC(=CC1)C(NCC1(CC1)O)=O)C(=O)OC